methyl 6-chloro-4-isopropyl-2,7-naphthyridine-1-carboxylate ClC=1C=C2C(=CN=C(C2=CN1)C(=O)OC)C(C)C